1-methylazacyclobutan-3-amine CN1CC(C1)N